(4-(trifluoromethoxy)phenyl)magnesium bromide FC(OC1=CC=C(C=C1)[Mg]Br)(F)F